CC1=C(C(=CC=C1)C)C1=NC=2NS(C3=CC=CC(C(N4CCC5=CC=CC=C5C(OC(=C1)N2)C4)=O)=C3)(=O)=O 12-(2,6-dimethylphenyl)-15-oxa-8λ6-thia-1,9,11,26-tetraazapentacyclo[14.8.1.13,7.110,14.017,22]heptacosa-3(27),4,6,10(26),11,13,17,19,21-nonaene-2,8,8-trione